Cl.FC1=CC(=CC2=CN(N=C12)C)NC(=O)N1CCC=2C1=NC=CC2N2C[C@@H](NCC2)C (S)-N-(7-fluoro-2-methyl-2H-indazol-5-yl)-4-(3-methylpiperazin-1-yl)-2,3-dihydro-1H-pyrrolo[2,3-b]pyridine-1-carboxamide hydrochloride